C(C=C)SCC(=O)C1=CC=C(C=C1)C1=CC=CC=C1 2-allylthio-1-(biphenyl-4-yl)ethan-1-one